BrC1=CC=CC=2NC(NC21)=O 4-bromo-1,3-dihydro-2H-benzo[d]imidazol-2-one